N-(1-methylpiperidin-4-yl)-5-phenyl-7-(piperidin-1-yl)pyrazolo[1,5-a]pyrimidine-2-carboxamide CN1CCC(CC1)NC(=O)C1=NN2C(N=C(C=C2N2CCCCC2)C2=CC=CC=C2)=C1